benzylaspartate C(C1=CC=CC=C1)N[C@@H](CC(=O)[O-])C(=O)[O-]